FC=1C=C(C=CC1)N1N=C2C=CC(=CC2=C1)C(=O)O 2-(3-fluorophenyl)-2H-indazole-5-carboxylic acid